FC1=C(C(=O)NCC2CCC(CC2)N2N=C3C=C(C=CC3=C2)C=2C=NC(=NC2)N2CCC(CC2)N2CCN(CC2)C(=O)OC(C)(C)C)C=C(C(=C1F)OCC1=CC=C(C=C1)OC)F tert-butyl 4-[1-(5-{2-[(1r,4r)-4-({2,3,5-trifluoro-4-[(4-methoxyphenyl)methoxy]benzamido}methyl)cyclohexyl]-2H-indazol-6-yl}pyrimidin-2-yl)piperidin-4-yl]piperazine-1-carboxylate